C(C1=CC=CC=C1)NC1=NC(=NN2C1=CC=C2C2C(CNCC2)F)N2C(=CC=1C(=CC=CC21)C#N)C 1-(4-(benzylamino)-7-(3-fluoropiperidin-4-yl)pyrrolo[2,1-f][1,2,4]triazin-2-yl)-2-methyl-1H-indole-4-carbonitrile